CC\C=C\CCCCCCCCCCC trans-3-pentadecene